spiro[indoline-2,3'-thiophen]-3-one S1CC2(C=C1)NC1=CC=CC=C1C2=O